4-Hydroxycarboxylic acid C(CC(=O)O)CO